NC=1N=C(C=2C(N1)=CN(N2)CC2=C(C=C(C=C2)N2CCN(CC2)C(CCCCNC(CCCCCCCCCCCCC)=O)=O)OC)NCCCC N-(5-(4-(4-((5-amino-7-(butylamino)-2H-pyrazolo[4,3-d]pyrimidin-2-yl)methyl)-3-methoxyphenyl)piperazin-1-yl)-5-oxopentyl)tetradecanamide